3-(2-cyclopentyl-2-hydroxy-2-phenylacetoxy)-1,1-dimethylpyrrolidinium 4-methylbenzenesulfonate CC1=CC=C(C=C1)S(=O)(=O)[O-].C1(CCCC1)C(C(=O)OC1C[N+](CC1)(C)C)(C1=CC=CC=C1)O